(3,4-Diazido-3,4-dimethylpentyl)benzene N(=[N+]=[N-])C(CCC1=CC=CC=C1)(C(C)(C)N=[N+]=[N-])C